1-(5-((5-chloro-4-(3-cyclohexylphenyl)pyrimidin-2-yl)amino)pyridin-3-yl)pyrrolidin-2-one ClC=1C(=NC(=NC1)NC=1C=C(C=NC1)N1C(CCC1)=O)C1=CC(=CC=C1)C1CCCCC1